5-(3-(1-(methylamino)cyclopropyl)pyrrolidin-1-yl)pyrazine-2-carboxamide CNC1(CC1)C1CN(CC1)C=1N=CC(=NC1)C(=O)N